bis-(3-trimethoxysilylpropyl) disulfide CO[Si](CCCSSCCC[Si](OC)(OC)OC)(OC)OC